ClC1=C(C=CC=C1NC1=CC=C(C=C1)F)[C@]1(N/C(/N(C(C1)=O)[C@H]1COCCC1)=N\C(OC(C)(C)C)=O)C |o1:22| tert-Butyl (NE)-N-{(4S)-4-[2-chloro-3-(4-fluoroanilino)phenyl]-4-methyl-6-oxo-1-[(3R*)-tetrahydropyran-3-yl]hexahydropyrimidin-2-ylidene}carbamate